ClC1=CC(=NC=N1)C1=NNC2=CC=C(C=C12)OC(C)C 3-(6-Chloropyrimidin-4-yl)-5-isopropoxy-1H-indazole